(3,4-dimethoxybenzyl-carbamoyl)methyl undec-10-enoate C(CCCCCCCCC=C)(=O)OCC(NCC1=CC(=C(C=C1)OC)OC)=O